OCC1(OCCC1)C(=O)O 2-(hydroxymethyl)tetrahydrofuran-2-carboxylic acid